2-[(S)-1-cyclopropylethyl]-5-{2-amino-3-[(3-methyl-3-oxetanylamino)carbonyl]-1,4,7a-triaza-5-indenyl}-7-(trifluoromethyl)-1-isoindolinone C1(CC1)[C@H](C)N1C(C2=C(C=C(C=C2C1)C1=NC2=C(C(=NN2C=C1)N)C(=O)NC1(COC1)C)C(F)(F)F)=O